ClC1=C(C=CC=C1)CC(=O)NC1=CN=NC(=C1)NC1=CC=C(C=C1)F 2-(2-chlorophenyl)-N-[6-(4-fluorophenylamino)pyridazin-4-yl]acetamide